1-(9Z-nonadecenoyl)-2-(8Z,11Z,14Z-eicosatrienoyl)-glycero-3-phosphoserine CCCCCCCCC/C=C\CCCCCCCC(=O)OC[C@H](COP(=O)(O)OC[C@@H](C(=O)O)N)OC(=O)CCCCCC/C=C\C/C=C\C/C=C\CCCCC